8-((3-aminopropyl)amino)naphthalene NCCCNC=1C=CC=C2C=CC=CC12